6-(benzyloxy)-8-fluoro-N-(2-methylpropyl)-7-(1,1,4-trioxo-1λ6,2,5-thiadiazolidin-2-yl)-3,4-dihydroisoquinoline-2(1H)-sulfonamide C(C1=CC=CC=C1)OC=1C=C2CCN(CC2=C(C1N1S(NC(C1)=O)(=O)=O)F)S(=O)(=O)NCC(C)C